S1N=C(C2=C1C=CC=C2)C(=O)N2CC=1C(CC2)=C(N(N1)C)C1=CC=CC=C1 benzo[d]isothiazol-3-yl-(2-methyl-3-phenyl-2,4,5,7-tetrahydro-6H-pyrazolo[3,4-c]pyridin-6-yl)methanone